[Ni].NC(=S)N thiourea-nickel salt